(3-aminopyridin-4-yl)dimethylphosphine oxide NC=1C=NC=CC1P(C)(C)=O